1-((4-Bromo-3-(trifluoromethyl)phenyl)sulfonyl)-4-methylpiperazine BrC1=C(C=C(C=C1)S(=O)(=O)N1CCN(CC1)C)C(F)(F)F